OC(CCCCCCCCCCCCCCC)OC(CCCCCCCCCCCCCCC)O 1-hydroxycetyl ether